oxobarium O=[Ba]